N-(4-(4-(4-(trifluoromethyl)benzenesulfonylamino)phenyl)thiazol-2-yl)acetamide FC(C1=CC=C(C=C1)S(=O)(=O)NC1=CC=C(C=C1)C=1N=C(SC1)NC(C)=O)(F)F